FC1=C(C=CC(=C1)OC)C=1C=C2CC(C(C2=CC1OC)NC(O[C@@H]1CN2CCC1CC2)=O)(C)C (S)-quinuclidin-3-yl (5-(2-fluoro-4-methoxyphenyl)-6-methoxy-2,2-dimethyl-2,3-dihydro-1H-inden-1-yl)carbamate